9,9-bis(5-(2-hydroxyethoxy)-1-naphthyl)fluorene OCCOC1=C2C=CC=C(C2=CC=C1)C1(C2=CC=CC=C2C=2C=CC=CC12)C1=CC=CC2=C(C=CC=C12)OCCO